[Sn].[Mn].[Cu] copper-manganese-tin